1,8-diazabicyclo[5.4.0]undec-7-ene Nitrogen [N].N12CCCCCC2=NCCC1